2-((2-Acetyl-3-chlorophenyl)amino)-2-oxoethyl acetate C(C)(=O)OCC(=O)NC1=C(C(=CC=C1)Cl)C(C)=O